4-cyano-2,5-dihydrofuran-3-yl trifluoro-methanesulfonate FC(S(=O)(=O)OC=1COCC1C#N)(F)F